ClC1=CC=C(C2=C1N(C(=N2)N2C(=CC=C2C)C)C)B(O)O [7-chloro-2-(2,5-dimethylpyrrol-1-yl)-1-methyl-benzimidazol-4-yl]boronic acid